ClC1=CC(=C(C=C1)C(C)=O)OC([2H])([2H])[2H] 1-(4-chloro-2-(Methoxy-d3)phenyl)ethan-1-one